C(C)C1=NNC(=N1)NC=1N=NC(=C(N1)C1=C(C=CC=C1)F)C1=C(C=NC=C1)F N-(3-ethyl-1H-1,2,4-triazol-5-yl)-5-(2-fluorophenyl)-6-(3-fluoro-4-pyridyl)-1,2,4-triazin-3-amine